6-(tert-butyl)-2-((9-(4-(tert-butyl)pyridin-2-yl)-9H-carbazol-2-yl)oxy)benzo[4,5]imidazo[1,2-c]quinazoline C(C)(C)(C)C1=NC2=CC=C(C=C2C=2N1C1=C(N2)C=CC=C1)OC1=CC=2N(C3=CC=CC=C3C2C=C1)C1=NC=CC(=C1)C(C)(C)C